(-)-phenethylamine hydrochloride Cl.C(CC1=CC=CC=C1)N